OCCOC1=C(C=C(C=C1)C1(CCCCC1)C1=CC(=C(C=C1)OCCO)C)C 1,1-Bis[4-(2-hydroxyethoxy)-3-methylphenyl]cyclohexane